N-[(1S)-1-[({4-Aminothieno[3,2-c]pyridin-2-yl}methyl)carbamoyl]ethyl]carbamic acid tert-butyl ester C(C)(C)(C)OC(N[C@@H](C)C(NCC1=CC=2C(=NC=CC2S1)N)=O)=O